1-Isothiocyanato-2-phenylethane N(=C=S)CCC1=CC=CC=C1